2,5-dinitropyridine [N+](=O)([O-])C1=NC=C(C=C1)[N+](=O)[O-]